6-(4-isopropyl-3-(4-(1-isopropylpyrrolidin-2-yl)phenyl)-1H-pyrazol-5-yl)-8-methyl-[1,2,4]triazolo[1,5-a]pyridine C(C)(C)C=1C(=NNC1C=1C=C(C=2N(C1)N=CN2)C)C2=CC=C(C=C2)C2N(CCC2)C(C)C